5-Pyrimidineformaldehyde N1=CN=CC(=C1)C=O